1-(2-chlorobenzyl)-3-[(cyclobutylamino)methyl]-1H-indole-2-carboxylic acid ClC1=C(CN2C(=C(C3=CC=CC=C23)CNC2CCC2)C(=O)O)C=CC=C1